C(C)(C)(C)OC(=S)N1CCC(CC1)C1=C(C=C(C=C1)S(N)(=O)=O)F 4-(2-fluoro-4-sulfamoylphenyl)thiopiperidine-1-carboxylic acid tert-butyl ester